FC(C1=C(C=CC=C1)C1(NC(=NN=C1)N)N)(F)F 5-(2-(trifluoromethyl)phenyl)-1,2,4-triazine-3,5-diamine